4,4'-Diaminotriphenylamine C1=CC=C(C=C1)N(C2=CC=C(C=C2)N)C3=CC=C(C=C3)N